N[C@@H](CCCNC(N)=N)C(=O)[O-].[Mn+2].N[C@@H](CCCNC(N)=N)C(=O)[O-] manganese argininate